4-Bromo-2-methoxy-N-[4-(trifluoromethyl)-2-pyridyl]benzamide BrC1=CC(=C(C(=O)NC2=NC=CC(=C2)C(F)(F)F)C=C1)OC